ClC1=C(C=CC=C1)S(=O)(=O)NC1=NC(=C(C=C1)C1=CC2=C(N=C(N=C2)NC2CCC(CC2)N(C)C)N(C1=O)C(C)C)OC 2-chloro-N-(5-(2-(((1r,4r)-4-(dimethyl-amino)cyclohexyl)-amino)-8-isopropyl-7-oxo-7,8-dihydropyrido-[2,3-d]pyrimidin-6-yl)-6-methoxypyridin-2-yl)benzenesulfonamide